N-(2-naphthyl)-L-serine methyl ester COC([C@@H](NC1=CC2=CC=CC=C2C=C1)CO)=O